C(C1=CC=CC=C1)N1C[C@@H](CC1)N(C(OC(C)(C)C)=O)CCCC=C tert-butyl (R)-(1-benzylpyrrolidin-3-yl)(pent-4-en-1-yl)carbamate